ClC1=C(C=CC=C1)[C@@H](C)OC(=O)NC=1C(=NOC1C1=CC=C(C=N1)NC(=O)[C@@H]1C([C@H]1C(=O)O)(F)F)C Trans-3-((6-(4-((((R)-1-(2-chlorophenyl)ethoxy)carbonyl)amino)-3-methylisoxazol-5-yl)pyridin-3-yl)carbamoyl)-2,2-difluorocyclopropane-1-carboxylic acid